N'-((5-(4-nitrophenyl)furan-2-yl)methylene)-1H-1,2,4-triazole-3-carbohydrazide [N+](=O)([O-])C1=CC=C(C=C1)C1=CC=C(O1)C=NNC(=O)C1=NNC=N1